(rac)-4-(3-amino-1-(isoquinolin-6-ylamino)-1-oxopropan-2-yl)benzyl 2,4-dimethylbenzoate dimesylate S(C)(=O)(=O)O.S(C)(=O)(=O)O.CC1=C(C(=O)OCC2=CC=C(C=C2)[C@@H](C(=O)NC=2C=C3C=CN=CC3=CC2)CN)C=CC(=C1)C |r|